OC1=C(C=CC(=C1)O)C(\C=C\C1=CC(=C(C=C1)OC)COC1=CC=C(C=C1)CC)=O (E)-1-(2,4-Dihydroxyphenyl)-3-[3-[(4-ethylphenoxy)methyl]-4-methoxyphenyl]prop-2-en-1-one